CC1=CC=C(C=C1)S(=O)(=O)OC[C@H]1O[C@H](C[C@@H]1O)N1C=C(C2=C1N=CN=C2Cl)C2CCCC2 [(2R,3S,5R)-5-{4-chloro-5-cyclopentyl-7H-pyrrolo[2,3-d]pyrimidin-7-yl}-3-hydroxyoxolan-2-yl]methyl 4-methylbenzene-1-sulfonate